N-(3-(1,1-difluoroethyl)phenyl)-7-methoxy-2-(tetrahydro-2H-pyran-4-yl)imidazo[1,2-a]pyridine-6-carboxamide FC(C)(F)C=1C=C(C=CC1)NC(=O)C=1C(=CC=2N(C1)C=C(N2)C2CCOCC2)OC